3-(3-Ethoxy-5-{6-[2-(5-fluoro-2,7-dimethyl-benzo[b]thiophen-3-yl)-ethylamino]-pyrimidin-4-yl}-thiophen-2-yl)-propionic acid C(C)OC1=C(SC(=C1)C1=NC=NC(=C1)NCCC=1C2=C(SC1C)C(=CC(=C2)F)C)CCC(=O)O